Benzothioic S-acid C(C1=CC=CC=C1)(S)=O